benzo[k]fluoranthene-d12 C1(=C(C(=C2C(=C(C(=C3C4=C(C5=C(C(=C4C1=C32)[2H])C(=C(C(=C5[2H])[2H])[2H])[2H])[2H])[2H])[2H])[2H])[2H])[2H])[2H]